6-bromo-4-chloro-N'-(4-ethyl-6-methoxy-3-pyridyl)pyrrolo[1,2-b]pyridazine-3-carboxamidine BrC=1C=C2N(N=CC(=C2Cl)C(=NC=2C=NC(=CC2CC)OC)N)C1